1,5-naphthalene-dicarboxylic acid C1(=CC=CC=2C(=CC=CC12)C(=O)O)C(=O)O